COC(=O)C=1C=CC2=C(N(C(=N2)CN2CCC(=CC2)C2=NC(=CC=C2)OC([2H])([2H])C2=C(C=C(C=C2)Cl)F)C[C@H]2OCC2)C1 (S)-2-((6-((4-chloro-2-Fluorophenyl)methoxy-d2)-3',6'-dihydro-[2,4'-bipyridyl]-1'(2'H)-yl)methyl)-1-(Oxetan-2-ylmethyl)-1H-benzo[d]imidazole-6-carboxylic acid methyl ester